C(C)OC1=C(C=C2C(=NC=NC2=C1)C=1C(=NN(C1)C)C1=CC=CC=C1)[C@H](C)O (S)-1-(7-ethoxy-4-(1-methyl-3-phenyl-1H-pyrazol-4-yl)quinazolin-6-yl)ethan-1-ol